tert-butyl (R)-(cyclobutylmethyl)(1-(4-((4-(6-methoxy-1H-indazol-4-yl)-1H-1,2,3-triazol-1-yl)methyl) phenyl)piperidin-3-yl)carbamate C1(CCC1)CN(C(OC(C)(C)C)=O)[C@H]1CN(CCC1)C1=CC=C(C=C1)CN1N=NC(=C1)C1=C2C=NNC2=CC(=C1)OC